[1,3]oxazol O1C=NC=C1